2-Amino-4-(3-((R)-3-(4-(dimethylamino)piperidin-1-yl)pyrrolidin-1-yl)-5-fluoro-7,9-dihydrofuro[3,4-f]quinazolin-6-yl)-7-fluorothieno[3,2-c]pyridine-3-carbonitrile NC1=C(C=2C(=NC=C(C2S1)F)C=1C2=C(C=3C=NC(=NC3C1F)N1C[C@@H](CC1)N1CCC(CC1)N(C)C)COC2)C#N